C(C)OC1=C(C=CC=C1)NC(C(=O)NC1=C(C=CC=C1)CC)=O N-(2-ethoxyphenyl)-N'-(2-ethylphenyl)-ethanediamide